C(C)OC(C=C1CCN(C1)C(=O)[O-])=O 4-(2-ethoxy-2-oxoethylidene)pyrrolidine-1-carboxylate